C(C)OC(=O)C=1C(=NN(C1F)C)C 5-fluoro-1,3-dimethyl-1H-pyrazole-4-carboxylic acid ethyl ester